CC1(CNCC(O1)(C)C)C 2,2,6,6-tetramethyl-morpholine